1-methylpyrrole mercaptopropionate SC(C(=O)O)C.CN1C=CC=C1